7-bromo-9-fluoro-2-methylpyrazolo[1,5-a]quinoxalin-4(5H)-one BrC=1C=C2NC(C=3N(C2=C(C1)F)N=C(C3)C)=O